C1(=CC=CC=C1)O.C1(=CC=CC=C1)O.C1(=CC=CC=C1)O.C1(=CC=CC=C1)O.[Ge] germanium tetraphenol